(R)-3-(2-chloro-3,6-difluorophenyl)isoxazolidine ClC1=C(C(=CC=C1F)F)[C@@H]1NOCC1